FC=1C=C2C(=CNC2=C(C1)F)N=C=S 5,7-difluoro-3-isothiocyanato-1H-indole